C(#N)C(C)OC(COC1=C(C=CC=C1)OC1=C(C=C(C(=C1)N1C(N(C(=CC1=O)C(F)(F)F)C)=O)F)Cl)=O 1-Cyanoethyl-(2-{2-chloro-4-fluoro-5-[3-methyl-2,6-dioxo-4-(trifluoromethyl)-3,6-dihydropyrimidin-1(2H)-yl]phenoxy}phenoxy)acetat